(S)-N-(4-([1,2,4]triazolo[1,5-c]pyrimidin-7-yloxy)-3-methylphenyl)-5-((3,3-difluoro-1-methylpiperidin-4-yl)oxy)-6-methoxyquinazolin-4-amine N=1C=NN2C=NC(=CC21)OC2=C(C=C(C=C2)NC2=NC=NC1=CC=C(C(=C21)O[C@@H]2C(CN(CC2)C)(F)F)OC)C